C1(CC1)CC1C2=C(C(N(C1)C)=O)C(=C(N2)C2=CC(=NC=C2)NC(C(C)C2=CC=C(C=C2)F)=O)C2=CC=C(C=C2)F N-{4-[7-(cyclopropylmethyl)-3-(4-fluorophenyl)-5-methyl-4-oxo-4,5,6,7-tetrahydro-1H-pyrrolo[3,2-c]pyridin-2-yl]pyridin-2-yl}-2-(4-fluorophenyl)propanamide